[C-]1(C=CC=C1)C(=O)N.[C-]1(C=CC=C1)C(=O)N.[Fe+2] 1,1'-Ferrocendicarboxamide